[Al+3].[Li+].[F-].[F-].[F-].[F-] fluoride lithium aluminum